COC1=CC=C(C=C1)C(OC[C@]1(O[C@H](CN(C1)C(C)C)N1C=2N=C(NC(C2N=C1)=O)NC(C(C)C)=O)CO)(C1=CC=CC=C1)C1=CC=C(C=C1)OC N-[9-[(2R,6R)-6-[[bis(4-methoxyphenyl)-phenyl-methoxy]methyl]-6-(hydroxymethyl)-4-isopropyl-morpholin-2-yl]-6-oxo-1H-purin-2-yl]-2-methyl-propionamide